2-(2-((7-(3-(aminomethyl)-2-fluorophenyl)-3-fluorobenzofuran-5-yl)methoxy)phenyl)acetic acid NCC=1C(=C(C=CC1)C1=CC(=CC=2C(=COC21)F)COC2=C(C=CC=C2)CC(=O)O)F